N-[(5-Amino-1,3,4-oxadiazol-2-yl)methyl]-2-[5-[2-[tert-butyl(dimethyl)silyl]oxyethyl]-2-chloro-phenyl]sulfanyl-N-[(4-cyano-2-fluoro-phenyl)methyl]acetamide NC1=NN=C(O1)CN(C(CSC1=C(C=CC(=C1)CCO[Si](C)(C)C(C)(C)C)Cl)=O)CC1=C(C=C(C=C1)C#N)F